(6S,8R)-N-(5-chloro-6-(2H-1,2,3-triazol-2-yl)pyridin-3-yl)-8-(1-(difluoromethyl)-1H-pyrazol-3-yl)-2-fluoro-8-methyl-7,8-dihydro-6H-cyclopenta[e]pyrazolo[1,5-a]pyrimidine-6-carboxamide ClC=1C=C(C=NC1N1N=CC=N1)NC(=O)[C@H]1C[C@@](C2=C1C=NC=1N2N=C(C1)F)(C)C1=NN(C=C1)C(F)F